C1(=CC=CC=C1)C1=NC=2N(C(=C1)C1=CC=CC=C1)N=C(C2)C(=O)NCCC2=NC=CC=C2 5,7-Diphenyl-N-(2-(pyridin-2-yl)ethyl)pyrazolo[1,5-a]pyrimidine-2-carboxamide